(3S,4S)-1-Cyclopropylmethyl-4-{[5-(2,4-difluoro-phenyl)-isoxazole-3-carbonyl]-amino}-piperidine-3-carboxylic acid (1-pyrazin-2-yl-cyclopropyl)-amide N1=C(C=NC=C1)C1(CC1)NC(=O)[C@H]1CN(CC[C@@H]1NC(=O)C1=NOC(=C1)C1=C(C=C(C=C1)F)F)CC1CC1